FC=1C(=C(C=CC1F)[C@H]1CO[C@]([C@H]1C)(C(F)(F)F)C)OCCS(=O)(=O)C (2R,3S,4S,5R)-3-(3,4-difluoro-2-(2-(methylsulfonyl)ethoxy)phenyl)-4,5-dimethyl-5-(trifluoromethyl)tetrahydrofuran